((1s,4s)-4-((2-(dibenzylamino)ethoxy)methyl)cyclohexyl)methanol C(C1=CC=CC=C1)N(CCOCC1CCC(CC1)CO)CC1=CC=CC=C1